CC1=C(C(=O)P(C2=CC=CC=C2)(OC)=O)C(=CC=C1)C 2,6-dimethylbenzoyl-methoxyphenylphosphine oxide